2-{[3,5-bis(trifluoromethyl)phenyl](2-methylpropyl)amino}pyrimidine-5-carboxylic Acid FC(C=1C=C(C=C(C1)C(F)(F)F)N(C1=NC=C(C=N1)C(=O)O)CC(C)C)(F)F